BrC=1C=C(C(=C(C1)C)OC)C 5-bromo-2-methoxy-1,3-dimethylbenzene